3-((4-(dodecyloxy)phenyl)sulfonyl)-4-(4-(4-isopropylpiperazin-1-yl)-[1,4'-bipiperidin]-1'-yl)-6-(methylsulfinyl)quinoline C(CCCCCCCCCCC)OC1=CC=C(C=C1)S(=O)(=O)C=1C=NC2=CC=C(C=C2C1N1CCC(CC1)N1CCC(CC1)N1CCN(CC1)C(C)C)S(=O)C